isopropyl 6-bromo-4-fluoro-1-isopropyl-1H-indole-2-carboxylate BrC1=CC(=C2C=C(N(C2=C1)C(C)C)C(=O)OC(C)C)F